3,4-difluorophenyl-dihydrogenphosphat FC=1C=C(C=CC1F)OP(=O)(O)O